tert-butyl 3-[4-(2-carbamoyl-4,4-difluoro-1-piperidyl)phenyl]azetidine-1-carboxylate C(N)(=O)C1N(CCC(C1)(F)F)C1=CC=C(C=C1)C1CN(C1)C(=O)OC(C)(C)C